5-[2-(2-{[methyl(3-methylphenyl)oxo-λ6-sulfanylidene]amino}phenyl)ethynyl]pyridine-2-carboxylic acid CS(=O)(C1=CC(=CC=C1)C)=NC1=C(C=CC=C1)C#CC=1C=CC(=NC1)C(=O)O